methyl-[2-phenoxy-1-(4-pyridyl)ethyl]amine CNC(COC1=CC=CC=C1)C1=CC=NC=C1